3-(7-chloro-5-fluoro-1H-indol-4-yl)-2-(2,6-diethylphenyl)-5-(5-(1-methylethyl)pyridin-2-yl)-4,5,6,7-tetrahydro-2H-pyrazolo[4,3-c]pyridine ClC=1C=C(C(=C2C=CNC12)C=1N(N=C2C1CN(CC2)C2=NC=C(C=C2)C(C)C)C2=C(C=CC=C2CC)CC)F